CC1N(CCNC1)C1=CC=CC(=N1)[C@@H](C)NC(C)=O N-[(1R)-1-[6-(methylpiperazin-1-yl)pyridin-2-yl]ethyl]acetamide